C(C)OC(C=1NC2=CC(=CC=C2C1)CN)OCC [2-(diethoxymethyl)-1H-indol-6-yl]methanamine